Methyl 3-pivalamido-5-(trifluoromethyl)picolinate C(C(C)(C)C)(=O)NC=1C(=NC=C(C1)C(F)(F)F)C(=O)OC